SC(C(=O)C1=CC=CC=C1)C 2-mercapto-1-phenylpropan-1-one